2-(2-(((2-chloro-5-cyanophenyl)amino)-2-oxoacetylamino)-3-phenylpropionamido)benzoic acid tert-butyl ester C(C)(C)(C)OC(C1=C(C=CC=C1)NC(C(CC1=CC=CC=C1)N(C(C=O)=O)NC1=C(C=CC(=C1)C#N)Cl)=O)=O